N-(5-(4-chloro-2,6-difluorophenyl)-2-(6-(2-hydroxyethoxy)-4-isopropoxypyridin-2-yl)-1-methyl-3-oxo-2,3-dihydro-1H-pyrazol-4-yl)-4-(trifluoromethoxy)benzamide ClC1=CC(=C(C(=C1)F)C1=C(C(N(N1C)C1=NC(=CC(=C1)OC(C)C)OCCO)=O)NC(C1=CC=C(C=C1)OC(F)(F)F)=O)F